N1=CN=C(C2=C1NC=C2)C2=CN=C(S2)[C@H](C#N)CCC |r| (2S)- and (2R)-2-[5-(7H-Pyrrolo[2,3-d]pyrimidin-4-yl)-1,3-thiazol-2-yl]pentanenitrile